N-[[4-cyano-7-[4-(trifluoromethoxy)phenyl]-2,3-dihydrobenzofuran-5-yl]methyl]-2-fluoro-prop-2-enamide C(#N)C1=C(C=C(C2=C1CCO2)C2=CC=C(C=C2)OC(F)(F)F)CNC(C(=C)F)=O